7-Methoxy-3-propyl-8-(1,2,3,4-tetrahydroquinoline-1-carbonyl)quinoxalin COC1=CC=C2N=C(C=NC2=C1C(=O)N1CCCC2=CC=CC=C12)CCC